((2R,5S)-5-methyl-2-(2-(1-methyl-1,2,3,6-tetrahydropyridin-4-yl)benzo[d]thiazol-5-yl)piperidin-1-yl)-2-oxo-N-(1H-pyrazolo[4,3-c]pyridin-7-yl)acetamide C[C@H]1CC[C@@H](N(C1)C(C(=O)NC=1C2=C(C=NC1)C=NN2)=O)C=2C=CC1=C(N=C(S1)C=1CCN(CC1)C)C2